4-[(2-methoxyethanesulfonyl)methyl]aniline COCCS(=O)(=O)CC1=CC=C(N)C=C1